hentriacontanate C(CCCCCCCCCCCCCCCCCCCCCCCCCCCCCC)(=O)[O-]